Bis(5-hydroxypentyl) 2-(pyridin-2-yldisulfaneyl)pentanedioate N1=C(C=CC=C1)SSC(C(=O)OCCCCCO)CCC(=O)OCCCCCO